N1=NC=CC2=CC(=CC=C12)C1=CNC=2N=C(N=CC21)NC2CC(C2)(O)C (1r,3r)-3-((5-(cinnolin-6-yl)-7H-pyrrolo[2,3-d]pyrimidin-2-yl)amino)-1-methylcyclobutan-1-ol